ClC=1C=C(C(=O)NC2=C(C=C(C(=C2)C=2C=NC(=NC2)N2CCOCC2)F)N2CC(CC2)N(CCC)C)C=C(C1)Cl 3,5-dichloro-N-[4-fluoro-2-[3-[methyl(propyl)amino]pyrrolidin-1-yl]-5-(2-morpholin-4-ylpyrimidin-5-yl)phenyl]benzamide